N-(4-chlorophenyl)-2-(4-fluorophenyl)imidazo[1,2-a]pyrazin-3-amine ClC1=CC=C(C=C1)NC1=C(N=C2N1C=CN=C2)C2=CC=C(C=C2)F